FC1(CCN(CC1)CCN1C=2N(C3=CC=C(C=C3C1=O)F)C(NN2)=S)F 4-(2-(4,4-difluoropiperidin-1-yl)ethyl)-7-fluoro-1-thioxo-2,4-dihydro-[1,2,4]triazolo[4,3-a]quinazolin-5(1H)-one